(R)-4-(6-(5-(4-iodo-2-(6-azaspiro[2.5]oct-6-yl)phenyl)-1,3,4-oxadiazol-2-yl)-4-methylpyridin-2-yl)methylmorpholine IC1=CC(=C(C=C1)C1=NN=C(O1)C1=CC(=CC(=N1)CN1CCOCC1)C)N1CCC2(CC2)CC1